3-((3-((3R,5R)-5-(4-chlorophenyl)tetrahydro-furan-3-yl)-1,2,4-oxadiazol-5-yl)methyl)pyrido[3,4-d]pyrimidin-4(3H)-one ClC1=CC=C(C=C1)[C@H]1C[C@@H](CO1)C1=NOC(=N1)CN1C=NC2=C(C1=O)C=CN=C2